(4-(2,4-Dioxotetrahydropyrimidin-1(2H)-yl)phenyl)piperidine-1-carboxylic acid tert-butyl ester C(C)(C)(C)OC(=O)N1C(CCCC1)C1=CC=C(C=C1)N1C(NC(CC1)=O)=O